NC1=C(C=2C(=NC=C(C2S1)F)C=1C2=C(C=3C=NC(=NC3C1F)N1[C@H]([C@H](CC1)N1CCN(CC1)C(C)C)C)COC2)C#N 2-Amino-7-fluoro-4-(5-fluoro-3-((2S,3S)-3-(4-isopropylpiperazin-1-yl)-2-methylpyrrolidin-1-yl)-7,9-dihydrofuro[3,4-f]quinazolin-6-yl)thieno[3,2-c]pyridine-3-carbonitrile